3-(3-cyclopropylphenyl)-1-isopropyl-N-(3-methyl-1,1-dioxidothietan-3-yl)-1H-pyrazolo[4,3-b]pyridine-6-carboxamide C1(CC1)C=1C=C(C=CC1)C1=NN(C=2C1=NC=C(C2)C(=O)NC2(CS(C2)(=O)=O)C)C(C)C